O=C1N(C[C@H]2N1CCNC2)C21CCC(CC2)(C1)CC(=O)O (S)-2-(4-(3-Oxohexahydroimidazo[1,5-a]pyrazin-2(3H)-yl)bicyclo[2.2.1]heptan-1-yl)acetic acid